2-fluoro-N-methylisonicotinamide FC=1C=C(C(=O)NC)C=CN1